C(C(=C)C)(=O)OC(CC)[Si](OC)(OC)OC alpha-methacryloxypropyl-trimethoxysilane